N-Cyclohexyl-4-cyclopentyl-2-methoxy-1H-imidazole-1-carboxamide C1(CCCCC1)NC(=O)N1C(=NC(=C1)C1CCCC1)OC